2-ethyl-N-(2-((R)-9-(pyridin-2-yl)-6-oxaspiro[4.5]decan-9-yl)ethyl)-1,2,5,6-tetrahydro-4H-pyrrolo[3,2,1-ij]quinolin-6-amine C(C)C1CC=2C=CC=C3C(CCN1C23)NCC[C@]2(CCOC3(CCCC3)C2)C2=NC=CC=C2